The molecule is a dioxo monocarboxylic acid consisting of 6-phenylhexanoic acid having the two oxo groups at the 2- and 6-positions. It derives from a hexanoic acid. It is a conjugate acid of a 2,6-dioxo-6-phenylhexanoate. C1=CC=C(C=C1)C(=O)CCCC(=O)C(=O)O